C[C@H]1[C@@H](NC2=CC=CN=C2[C@@H]1NC(OCC1=CC=CC=C1)=O)CC(C)(C)C |r| Benzyl ((2SR,3SR,4RS)-3-methyl-2-neopentyl-1,2,3,4-tetrahydro-1,5-naphthyridin-4-yl)carbamate